5-(methylamino)pyridine CNC=1C=CC=NC1